(R)-N-(5-chloro-6-(2H-1,2,3-triazol-2-yl)pyridin-3-yl)-3-fluoro-8,8-dimethyl-7,8-dihydro-6H-cyclopenta[e]pyrazolo[1,5-a]pyrimidine-6-carboxamide ClC=1C=C(C=NC1N1N=CC=N1)NC(=O)[C@@H]1CC(C2=C1C=NC=1N2N=CC1F)(C)C